7-chloro-3-((8-methoxy-2-(6-methylpyridin-3-yl)-2,3-dihydrobenzo[b][1,4]dioxin-6-yl)methyl)imidazo[1,2-b]pyridazine ClC1=CC=2N(N=C1)C(=CN2)CC2=CC1=C(OC(CO1)C=1C=NC(=CC1)C)C(=C2)OC